2-Chloro-11-hydroxy-6-methyl-6,11-dihydrodibenzo[c,f][1,2]thiazepine 5,5-dioxide ClC=1C=CC2=C(C(C3=C(N(S2(=O)=O)C)C=CC=C3)O)C1